((dimethylamino)methyl)-4-(tetrahydrofuran-3-yl)aniline CN(C)CNC1=CC=C(C=C1)C1COCC1